diethyl-aminoethyl-amide lactate C(C(O)C)(=O)[O-].C(C)C(C[NH-])(N)CC